(S)-2,4-diiodophenylalanine IC1=C(C[C@H](N)C(=O)O)C=CC(=C1)I